alpha-hydroxy-N,N-dimethyl-acetamide OCC(=O)N(C)C